C1(CCCC1)N1N=C2C=C(C(=CC2=C1)NC(=O)C=1N=C(OC1)C1=C(C=NC=C1)C)C1CC1 N-(2-cyclopentyl-6-cyclopropyl-2H-indazol-5-yl)-2-(3-methylpyridin-4-yl)oxazole-4-carboxamide